(3s,3as,6r,7ar)-perhydro-3,6-dimethyl-2-benzo[b]furanone C[C@H]1[C@H]2[C@H](OC1=O)C[C@@H](CC2)C